trans-8-((4-((4-fluoro-2-methylphenyl)((tetrahydro-2H-pyran-2-yl)methyl)amino)cyclohexyl)(methyl)amino)-5-methyl-6-oxo-5,6-dihydro-1,5-naphthyridine-2,7-dicarbonitrile FC1=CC(=C(C=C1)N([C@@H]1CC[C@H](CC1)N(C1=C(C(N(C=2C=CC(=NC12)C#N)C)=O)C#N)C)CC1OCCCC1)C